N-(4-(5-((2-methylpyridin-4-yl)amino)-1H-benzo[d]imidazol-2-yl)phenyl)-6-(pyrrolidin-1-yl)quinolin-4-amine CC1=NC=CC(=C1)NC1=CC2=C(NC(=N2)C2=CC=C(C=C2)NC2=CC=NC3=CC=C(C=C23)N2CCCC2)C=C1